1,4-dithiane-2,5-dithiol S1C(CSC(C1)S)S